N-((4-(1-hydroxyethyl)-1-(4-(trifluoromethoxy)phenyl)-1H-pyrazolo[3,4-B]pyridin-3-yl)methyl)acrylamide OC(C)C1=C2C(=NC=C1)N(N=C2CNC(C=C)=O)C2=CC=C(C=C2)OC(F)(F)F